4-(tert-butylamino)cyclobut-3-ene-1,2-dione C(C)(C)(C)NC1=CC(C1=O)=O